3-(5-(((2-(4-(1,2-diphenylbut-1-en-1-yl)phenoxy)ethyl)(methyl)amino)methyl)-4-Fluoro-1-oxoisoindolin-2-yl)piperidine-2,6-dione C1(=CC=CC=C1)C(=C(CC)C1=CC=CC=C1)C1=CC=C(OCCN(C)CC=2C(=C3CN(C(C3=CC2)=O)C2C(NC(CC2)=O)=O)F)C=C1